C1(CC1)C1=C(C(=C2C(=N1)CCC2)NC(=O)N=[S@@](=O)(N)C2=NN(C=C2)C(F)F)C2CC2 |o1:16| (S) or (R)-N'-((2,3-dicyclopropyl-6,7-dihydro-5H-cyclopenta[b]pyridin-4-yl)carbamoyl)-1-(difluoromethyl)-1H-pyrazole-3-sulfonimidamide